4-(8-amino-1,2,3,4-tetrahydroisoquinoline-2-carbonyl)-5-(benzyloxy)-1,3-phenylenebis(4-methylbenzenesulfonate) NC=1C=CC=C2CCN(CC12)C(=O)C1=C(C=C(C=C1OCC1=CC=CC=C1)C1=C(C=CC(=C1)C)S(=O)(=O)[O-])C1=C(C=CC(=C1)C)S(=O)(=O)[O-]